Br[C@@H]1[C@H](C2=CC=C(C=C2C1)Br)O (1S,2S)-2,5-dibromoindan-1-ol